3β-{N-[2-(Dimethylamino)ethyl]carbamoyl}Cholesterol C[C@H](CCCC(C)C)[C@H]1CC[C@@H]2[C@@]1(CC[C@H]3[C@H]2CC=C4[C@@]3(CC[C@@H](C4)OC(=O)NCCN(C)C)C)C